ClC[C@@H](CO)O R-1-chloro-2,3-propanediol